(1-methyl-1H-benzo[d]imidazol-2-yl)(2-vinylphenyl)methanone CN1C(=NC2=C1C=CC=C2)C(=O)C2=C(C=CC=C2)C=C